The molecule is octaanion of myo-inositol 1,3,4,6-tetrakisphosphate arising from global deprotonation of the phosphate OH groups; major species at pH 7.3. It has a role as a human metabolite. It is a conjugate base of a myo-inositol 1,3,4,6-tetrakisphosphate. [C@H]1([C@H](C([C@H]([C@@H](C1O)OP(=O)([O-])[O-])OP(=O)([O-])[O-])O)OP(=O)([O-])[O-])OP(=O)([O-])[O-]